CC(=CC1=CC=CC=C1)C(CC)=O 2-methyl-1-phenyl-1-penten-3-one